Dihydro-4-(2-methylpropyl)-2H-pyran-2,6(3H)-dione CC(CC1CC(OC(C1)=O)=O)C